4-(trifluoromethyl)-2H-1,2,3-triazole FC(C1=NNN=C1)(F)F